N-(6-(6-(4-methylpiperazin-1-yl)pyridin-3-yl)quinolin-4-yl)benzo[d]thiazol-5-amine CN1CCN(CC1)C1=CC=C(C=N1)C=1C=C2C(=CC=NC2=CC1)NC=1C=CC2=C(N=CS2)C1